C(CC)C1CCC(CC1)C1=CC=C(C=C1)C=1C(=C(C(=C2C=CC=CC12)C=1C(=CC=C2C=CC=CC12)O)O)C1=CC=C(C=C1)C1CCC(CC1)CCC bis(4-(4-propylcyclohexyl)phenyl)-[1,1'-binaphthyl]-2,2'-diol